3,5-difluoro-1,2-diaminobenzene FC=1C(=C(C=C(C1)F)N)N